OCCN1CC2N(C(C1)C2)C(=O)OCCCC butyl 3-(2-hydroxyethyl)-3,6-diazabicyclo[3.1.1]heptane-6-carboxylate